7-hydroxy-8-isopropylchroman-4-one OC1=CC=C2C(CCOC2=C1C(C)C)=O